ClC1=CC=C(C[C@H]2CO[C@H](CN2C2CCC(CC2)C=2OC(=C(N2)C)C)C(=O)NCC)C=C1 (2R,5S)-5-(4-Chlorobenzyl)-4-(4-(4,5-dimethyloxazol-2-yl)cyclohexyl)-N-ethylmorpholin-2-carboxamid